3-methoxy-N-(1-(piperidin-4-ylmethyl)azetidin-3-yl)benzamide COC=1C=C(C(=O)NC2CN(C2)CC2CCNCC2)C=CC1